N-(Boc)-piperazinone C(=O)(OC(C)(C)C)N1C(CNCC1)=O